[C@@H]1([C@H](O)[C@@H](O)[C@@H](O)[C@H](O1)CO)[C@@]1([C@H](O)[C@H](O)[C@@H](CO)O1)N1C=NC=2C(O)=NC=NC12 beta-D-galactosyl-inosine